tert-butyl 1-(1-(tert-butoxycarbonyl) piperidin-4-yl)-2-oxo-1,2-dihydro-3H-imidazo[4,5-c]pyridine-3-carboxylate C(C)(C)(C)OC(=O)N1CCC(CC1)N1C(N(C=2C=NC=CC21)C(=O)OC(C)(C)C)=O